[Na+].N1C(CNCCC1)C(=O)[O-] homopiperazine-2-carboxylic acid sodium salt